NC[C@@H](CO[Si](C)(C)C(C)(C)C)NC1=C(C=C(C=C1[N+](=O)[O-])S(=O)(=O)N)Br (S)-4-((1-amino-3-((tert-butyldimethylsilyl)oxy)propan-2-yl)amino)-3-bromo-5-nitrobenzenesulfonamide